2-(trans-4-((3-(2-Cyclopropyloxazol-4-yl)phenyl)((trans-4-(4-methoxy-3-methylphenyl)cyclohexyl)methyl)carbamoyl)cyclohexyl)acetic acid C1(CC1)C=1OC=C(N1)C=1C=C(C=CC1)N(C(=O)[C@@H]1CC[C@H](CC1)CC(=O)O)C[C@@H]1CC[C@H](CC1)C1=CC(=C(C=C1)OC)C